C(C)C1(COC1)COOCCOOCC1(COC1)CC ethylene glycol bis(3-ethyl-3-oxetanylmethoxy) ether